C(C)C1(OCCC(=C1)C=1C2=C(C=NC1)N=C(O2)N(CC2=C(C=C(C=C2)OC)OC)CC2=C(C=C(C=C2)OC)OC)C(=O)OC(C)C=2C=NC(=CC2)OC 1-(6-methoxypyridin-3-yl)ethanol ethyl-4-(2-(bis(2,4-dimethoxybenzyl)amino)oxazolo[4,5-c]pyridin-7-yl)-5,6-dihydro-2H-pyran-2-carboxylate